CC=1C=CC(=C(C1)N1C(SCC1=O)=NC(N)=O)COCCC 3-(3-(5-methyl-2-(propoxymethyl)phenyl)-4-oxothiazolidin-2-ylidene)urea